1-(1-methyl-1H-pyrazol-4-yl)-3-(4-morpholino-6-(3-phenyl-1H-pyrazol-1-yl)pyrimidin-2-yl)prop-2-yn-1-ol CN1N=CC(=C1)C(C#CC1=NC(=CC(=N1)N1CCOCC1)N1N=C(C=C1)C1=CC=CC=C1)O